Beta,beta-carotene CC1(C)CCCC(C)=C1\C=C\C(\C)=C\C=C\C(\C)=C\C=C\C=C(/C)\C=C\C=C(/C)\C=C\C1=C(C)CCCC1(C)C